NC1=NC=NN2C1=C(C=C2C=2C=C(C(=NC2)OC)C(=O)N[C@@H]2CN(C[C@@H]2F)C2C(CCC2)O)C(F)(F)F 5-[4-amino-5-(trifluoromethyl)pyrrolo[2,1-f][1,2,4]triazin-7-yl]-N-[(3R,4S)-4-fluoro-1-(2-hydroxycyclopentyl)pyrrolidin-3-yl]-2-methoxypyridine-3-carboxamide